FC=1C=C2C(=C(N(C2=C(C1)F)C)/C(/C(F)(F)F)=N/O)C (Z)-N-[1-(5,7-difluoro-1,3-dimethylindol-2-yl)-2,2,2-trifluoroethylidene]hydroxylamine